[N-](S(=O)(=O)C(F)(F)F)S(=O)(=O)C(F)(F)F.C(C)[N+](CCOC)(C)CC Diethylmethyl(2-methoxyethyl)ammonium-bis(trifluoromethylsulfonyl)imid